Ethyl (S)-3-(3-(4-Hydroxy-1,6-dimethyl-2-oxo-1,2-dihydropyridin-3-yl)ureido)-3-(2',5,6'-trimethylbiphenyl-3-yl)propanoat OC1=C(C(N(C(=C1)C)C)=O)NC(N[C@@H](CC(=O)OCC)C=1C=C(C=C(C1)C)C1=C(C=CC=C1C)C)=O